2-oxobicyclo[2.2.1]heptan O=C1C2CCC(C1)C2